C(C)(C)(C)C=1C=C(C=C(C1)C(C)(C)C)C1=CC=C2C=CN(C2=C1)P(OC=1C=CC=C2CCC3(C12)CCC1=CC=CC(=C13)OP(N1C=CC3=CC=C(C=C13)C1=CC(=CC(=C1)C(C)(C)C)C(C)(C)C)N1C=CC3=CC=C(C=C13)C1=CC(=CC(=C1)C(C)(C)C)C(C)(C)C)N1C=CC3=CC=C(C=C13)C1=CC(=CC(=C1)C(C)(C)C)C(C)(C)C 7,7'-bis((bis(6-(3,5-di-tert-butylphenyl)-1H-indol-1-yl)phosphaneyl)oxy)-2,2',3,3'-tetrahydro-1,1'-spirobi[indene]